N1(C=CC=C1)C1=C(C(=O)OC)C=CC=C1N1CC(C1)OC(NC1=CC=C(C=C1)OC(F)(F)F)=O Methyl 2-(1H-pyrrol-1-yl)-3-(3-(((4-(trifluoromethoxy)phenyl)carbamoyl)oxy)azetidin-1-yl)benzoate